C(C1CO1)OC(C(CCCCC)OCC1CO1)CCCCC dipentylethylene glycol diglycidyl ether